BrC1=NN2C(NC=3C(=C2)CN(C3)[C@@H]3COCC3)=C1 2-bromo-6-[(3S)-oxolan-3-yl]-6,7-dihydro-4H-pyrazolo[1,5-a]pyrrolo[3,4-d]pyrimidine